FC1=C(C=C(CN[C@H]2CN(CC2)S(=O)(=O)NC(C2=C(N=CC=C2)N2C(C[C@@H](C2)C)(C)C)=O)C=C1)OC(F)(F)F N-(((R)-3-((4-fluoro-3-(trifluoromethoxy)benzyl)amino)pyrrolidin-1-yl)sulfonyl)-2-((S)-2,2,4-trimethylpyrrolidin-1-yl)nicotinamide